C(=O)=C1C2C3C4C=CC(C3C(C1)C2)C4 carbonyltetracyclo[4.4.0.12,5.17,10]dodec-3-ene